tris(p-t-butoxyphenyl)sulfonium trifluoromethanesulfonate FC(S(=O)(=O)[O-])(F)F.C(C)(C)(C)OC1=CC=C(C=C1)[S+](C1=CC=C(C=C1)OC(C)(C)C)C1=CC=C(C=C1)OC(C)(C)C